2,4-bis(alpha-ethyl)acridine C(C)C1=CC2=CC3=CC=CC=C3N=C2C(=C1)CC